OCTENOATE C(C=CCCCCC)(=O)[O-]